4-[(2,5-Diethylphenoxy)methyl]1,3-dihydroimidazole-2-thione C(C)C1=C(OCC=2NC(NC2)=S)C=C(C=C1)CC